C(#N)C1=C(C=C(C=C1F)C=C(C)C)N1CC(N(CC1C)C(=O)OC(C)(C)C)C tert-butyl 4-(2-cyano-3-fluoro-5-(2-methylprop-1-en-1-yl)phenyl)-2,5-dimethylpiperazine-1-carboxylate